NC1=C(C(N(C(=N1)N1CCC2(CC1)[C@@H](C1=C(C=CC=C1C2)Br)N)C)=O)C2=CC=CC=C2 (S)-6-amino-2-(1-amino-7-bromo-1,3-dihydrospiro[indene-2,4'-piperidin]-1'-yl)-3-methyl-5-phenylpyrimidin-4(3H)-one